N-(7-hydroxy-5,6,7,8-tetrahydronaphthalen-1-yl)acetamide OC1CCC=2C=CC=C(C2C1)NC(C)=O